(Z)-4-bromo-1-(but-1-en-1-yl)-2-methoxybenzene BrC1=CC(=C(C=C1)\C=C/CC)OC